C(C)(=O)OC[C@H]1O[C@H]([C@@H]([C@@H]1OC(C)=O)OC(C)=O)N1C2=NC(=NC(=C2N=C1)N1CC2(CC3=CC=CC=C3C2)C1)Cl [(2R,3R,4R,5R)-3,4-diacetoxy-5-(2-chloro-6-spiro[azetidine-3,2'-indane]-1-yl-purin-9-yl)tetrahydrofuran-2-yl]methyl acetate